9-(3-bromo-4-chlorophenyl)-3,6-bis(2,6-dimethylphenyl)-9H-carbazole BrC=1C=C(C=CC1Cl)N1C2=CC=C(C=C2C=2C=C(C=CC12)C1=C(C=CC=C1C)C)C1=C(C=CC=C1C)C